2-((4-(4-(4-chloro-2-fluorobenzyl)-3,4-dihydro-2h-pyrido[3,2-b][1,4]oxazin-6-yl)piperazin-1-yl)methyl)-1-((1-methyl-1h-imidazol-2-yl)methyl)-1h-benzo[d]imidazole-6-carboxylic acid ClC1=CC(=C(CN2C3=C(OCC2)C=CC(=N3)N3CCN(CC3)CC3=NC2=C(N3CC=3N(C=CN3)C)C=C(C=C2)C(=O)O)C=C1)F